OC(CC(C(=O)[O-])=O)(C(=O)[O-])C 4-Hydroxyl-4-methyl-2-oxoglutarate